tert-butyl (1-(4-(chloromethyl)-2-methoxybenzyl)-7-(((5-methyl-1,2,4-oxadiazol-3-yl)methyl)amino)-1H-pyrazolo[4,3-d]pyrimidin-5-yl)carbamate ClCC1=CC(=C(CN2N=CC=3N=C(N=C(C32)NCC3=NOC(=N3)C)NC(OC(C)(C)C)=O)C=C1)OC